1-(11Z-docosenoyl)-2-(8Z,11Z,14Z-eicosatrienoyl)-glycero-3-phosphocholine CCCCCCCCCC/C=C\CCCCCCCCCC(=O)OC[C@H](COP(=O)([O-])OCC[N+](C)(C)C)OC(=O)CCCCCC/C=C\C/C=C\C/C=C\CCCCC